C(#C)C=1C(=CC(=NC1)NC(N(C)C1=NC(=C(C=C1)CN1C(CN(CC1)C)=O)C=O)=O)O[C@@H](COC)C (R)-3-(5-ethynyl-4-((1-methoxypropan-2-yl)oxy)pyridin-2-yl)-1-(6-formyl-5-((4-methyl-2-oxopiperazin-1-yl)methyl)pyridin-2-yl)-1-methylurea